Platinum-Gold [Au].[Pt]